2-methyl-4,6-bis(octylthiomethyl)phenol CC1=C(C(=CC(=C1)CSCCCCCCCC)CSCCCCCCCC)O